C(C)OC(=O)C=1N=CSC1N1CCC(CC1)OCC1=CC=CC=C1 5-[4-(benzyloxy)piperidin-1-yl]-1,3-thiazole-4-carboxylic acid ethyl ester